BrC1=CC=C2C=C(C(=NC2=C1C(NC1=CSC=C1)=O)OC)C(=O)OC methyl 7-bromo-2-methoxy-8-(thiophen-3-ylcarbamoyl)quinoline-3-carboxylat